C[SiH]1O[Si](O[SiH](O[Si](O1)(C)C)C)(C)C 2,4,4,6,8,8-hexamethylcyclotetrasiloxane